2-(2-furyl)-3-methyl-2-butenal O1C(=CC=C1)C(C=O)=C(C)C